NC1=NC=C(C=2N=C(N=CC21)N[C@@H]2CN(CC2)CC)I (S)-1-(3-((5-Amino-8-iodopyrido[4,3-d]pyrimidin-2-yl)amino)pyrrolidin-1-yl)ethane